C(C)(=O)N1CCN(CC1)CC(=O)C=1C=CC(=C(C1)N1C(=NC2=CC=CC=C2C1=O)CN1CCN(CC1)C(COC1=CC=CC=C1)=O)OC(C)C 3-(5-(2-(4-Acetylpiperazin-1-yl)acetyl)-2-isopropoxyphenyl)-2-((4-(2-phenoxyacetyl)piperazin-1-yl)methyl)quinazolin-4(3H)-one